2'-(1-(3-chloro-5-(methylcarbamoyl)benzyl)-1H-pyrazol-3-yl)-4'-methoxy-[1,1'-biphenyl]-4-carboxylic acid ClC=1C=C(CN2N=C(C=C2)C2=C(C=CC(=C2)OC)C2=CC=C(C=C2)C(=O)O)C=C(C1)C(NC)=O